The molecule is an alkaloid that is the di-O-cinnamoyl derivative of 3,4-di-O-methylnorepinephrine. Isolated from Zanthoxylum syncarpum, it exhibits antiplasmodial activity. It has a role as a metabolite and an antiplasmodial drug. It is an enamide, a cinnamate ester, an alkaloid and a secondary carboxamide. It derives from a trans-cinnamic acid and a (S)-noradrenaline. COC1=C(C=C(C=C1)[C@@H](CNC(=O)/C=C/C2=CC=CC=C2)OC(=O)/C=C/C3=CC=CC=C3)OC